C(C#C)OCCCCCCCO 7-(prop-2-yn-1-yloxy)heptan-1-ol